Mono(methacryloyloxyethyl) succinate C(CCC(=O)[O-])(=O)OCCOC(C(=C)C)=O